P([O-])([O-])(=N)NP([O-])([O-])=N Imidodiphosphorimidate